(2-((5-bromo-2-chloropyrimidin-4-yl)amino)phenyl)dimethylphosphine oxide BrC=1C(=NC(=NC1)Cl)NC1=C(C=CC=C1)P(C)(C)=O